FC(COC1=C(C=CC=C1)N1N=C(C=C(C1=O)C(=O)NC1=C(C=C(C=C1)C(C(F)F)(C(F)F)O)F)C)F 2-[2-(2,2-difluoroethoxy)phenyl]-N-[2-fluoro-4-(1,1,3,3-tetrafluoro-2-hydroxypropan-2-yl)phenyl]-6-methyl-3-oxo-2,3-dihydropyridazine-4-carboxamide